C1(=CCCC1)OCCOC1=CCCC1 ethylene glycol dicyclopentenyl ether